thiophene-3-carboxamide 2,2,2-trifluoroacetate salt FC(C(=O)O)(F)F.S1C=C(C=C1)C(=O)N